NC1=NC=NC2=C1C1=C(CCCN3C1=CC=1C=CC(=CC31)C(=O)NC3=NN(C=C3)C3=CC=CC=C3)N2C(C)C 1-amino-5-isopropyl-N-(1-phenyl-1H-pyrazol-3-yl)-5,6,7,8-tetrahydropyrimido[5'',4'':4',5']pyrrolo[3',2':3,4]azepino[1,2-a]indole-11-carboxamide